(S)-2-(6-(3-(2-amino-2-oxoethyl)-1H-pyrrolo[2,3-b]pyridin-5-yl)isochroman-8-yl)pyrrolidine-1-carboxylate NC(CC1=CNC2=NC=C(C=C21)C=2C=C1CCOCC1=C(C2)[C@H]2N(CCC2)C(=O)[O-])=O